C(C)(=O)[C@@]([C@]([C@@]([C@](C(=O)C(C)=O)(O)C(C)=O)(O)C(C)=O)(O)C(C)=O)(O)CO (+)-pentaacetylglucose